BrC=1C=C(C=C(C1)F)C(CC1CC1)NS(=O)(=O)C1=CC=C(C=C1)OC(F)(F)F N-(1-(3-bromo-5-fluorophenyl)-2-cyclopropylethyl)-4-(trifluoromethoxy)benzenesulfonamide